C(C(=O)OCCC(CC(=CCC)CCC)C)(=O)OCC ethyl (3-methyl-5-propyloct-5-en-1-yl) oxalate